tert-Butyl (3-cyano-4-(3-((3S,4S)-3-(dimethylamino)-4-methoxypyrrolidin-1-yl)-5-fluoro-7,9-dihydrofuro[3,4-f]quinazolin-6-yl)-7-fluorothieno[3,2-c]pyridin-2-yl)carbamate C(#N)C1=C(SC2=C1C(=NC=C2F)C=2C1=C(C=3C=NC(=NC3C2F)N2C[C@@H]([C@H](C2)OC)N(C)C)COC1)NC(OC(C)(C)C)=O